[OH-].C(CCC)[N+](CCCCCC[N+](CCCC)(CCCC)CCCC)(CCCC)CCCC.[OH-] N,N,N,N',N',N'-hexabutylhexamethylendiammonium hydroxide